BrC1=CC(=C(C=C1)F)C 1-bromo-3-methyl-4-fluorobenzene